1-(4-bromo-2,6-Dimethylphenyl)-4-methylpiperazine BrC1=CC(=C(C(=C1)C)N1CCN(CC1)C)C